2-(6-((4-(6-chloro-2-methyl-1H-Pyrrolo[2,3-b]pyridin-4-yl)-1H-1,2,3-triazol-1-yl)methyl)pyridin-2-yl)propan-2-ol ClC1=CC(=C2C(=N1)NC(=C2)C)C=2N=NN(C2)CC2=CC=CC(=N2)C(C)(C)O